5-{[2-(2-chlorophenyl)ethyl]sulfonylamino}-1,3-thiazole-4-carboxylic acid ClC1=C(C=CC=C1)CCS(=O)(=O)NC1=C(N=CS1)C(=O)O